2,7-dimethyl-4-octenoic acid CC(C(=O)O)CC=CCC(C)C